1,1'-hexamethylenebis[5-(p-chlorophenyl)biguanide] ClC1=CC=C(C=C1)NC(NC(NCCCCCCNC(=N)NC(=N)NC1=CC=C(C=C1)Cl)=N)=N